CN(C=1C=C2CCC[C@H](C2=CC1)CNC=1C=NC=CC1C(=O)O)C1=CC=CC=C1 3-({[(1R)-6-[methyl(phenyl)amino]-1,2,3,4-tetrahydronaphthalen-1-yl]methyl}amino)pyridine-4-carboxylic acid